ClC1=CN=C2N1C(=CC(=C2)C=2N=NN(C2C)C2CCN(CC2)C#N)O[C@H](C)C2=NC=CC=C2 4-(4-[3-Chloro-5-[(1R)-1-(pyridin-2-yl)ethoxy]imidazo[1,2-a]pyridin-7-yl]-5-methyl-1,2,3-triazol-1-yl)piperidine-1-carbonitrile